zinc compound with imidazolium N1C=[NH+]C=C1.[Zn+2]